N4-hydroxy-5-hydroxy-5-azacytidine ONC1=NC(N([C@H]2[C@H](O)[C@H](O)[C@@H](CO)O2)CN1O)=O